[Si](C)(C)(C(C)(C)C)OCC=1N=NC(=CC1NC1=CC(=NC=N1)NC(=O)CN1CCC(CC1)C(=O)O)C1=C(C=CC(=C1)Cl)F 1-[({6-[(3-{[(tert-butyldimethylsilyl)oxy]methyl}-6-(5-chloro-2-fluorophenyl)pyridazin-4-yl)amino]pyrimidin-4-yl}carbamoyl)methyl]piperidine-4-carboxylic acid